methyl 1-[(4S)-2-[[2-chloro-3-[2-chloro-3-[(2-methylpyrido[3,2-d]pyrimidin-4-yl)amino]phenyl]phenyl]carbamoyl]-4,5,6,7-tetrahydropyrazolo[1,5-a]pyridin-4-yl]azetidine-3-carboxylate ClC1=C(C=CC=C1C1=C(C(=CC=C1)NC=1C2=C(N=C(N1)C)C=CC=N2)Cl)NC(=O)C2=NN1C([C@H](CCC1)N1CC(C1)C(=O)OC)=C2